Di(t-amylperoxy)cyclohexane C(C)(C)(CC)OOC1(CCCCC1)OOC(C)(C)CC